FC1=NC=CC=C1C=1C=NC=CC1 2-fluoro-3,3'-bipyridine